Ethyl 2-[3-[(3-cyano-5-methoxycarbonyl-benzoyl)amino]propanoylamino]-4-methyl-thiazole-5-carboxylate C(#N)C=1C=C(C(=O)NCCC(=O)NC=2SC(=C(N2)C)C(=O)OCC)C=C(C1)C(=O)OC